COC1=C(C2=CC[C@H]3[C@@H]4CCC[C@@]4(C)CC[C@@H]3[C@H]2C=C1)O 3-methoxy-1,3,5-estratrien-4-ol